C(CCC)C=1N(C2=C(C(=NC=3C=CC=CC23)NC(OCC2=CC=C(C=C2)NC([C@H](C)NC([C@H](C)NC(CCCCCN2C(C=CC2=O)=O)=O)=O)=O)=O)N1)CC1=CC=C(C=C1)NC(CCCCC)=O 4-((S)-2-((S)-2-(6-(2,5-dioxo-2,5-dihydro-1H-pyrrol-1-yl)hexanamido)propanamido)propanamido)benzyl (2-butyl-1-(4-hexanamidobenzyl)-1H-imidazo[4,5-c]quinolin-4-yl)carbamate